2-((3-chloro-5-methylbenzyl)amino)-1-(3,6-dimethoxypyridazin-4-yl)ethan-1-ol 2,2,2-trifluoroacetate FC(C(=O)O)(F)F.ClC=1C=C(CNCC(O)C2=C(N=NC(=C2)OC)OC)C=C(C1)C